2-(1-(isopropyl-dithio)ethyl)benzoic acid C(C)(C)SSC(C)C1=C(C(=O)O)C=CC=C1